C(C)(C)(C)N(C(O)=O)C12CC(C1)(C2)CO.C(C)(C)(C)N2[C@@H](C[C@H](C2)O)C#N tert-butyl-(2S,4R)-2-cyano-4-hydroxypyrrolidine tert-Butyl-[3-(hydroxymethyl)bicyclo[1.1.1]pent-1-yl]carbamate